Cl.Cl.C12CN(CC(N1)C2)C2=CC=C(C=N2)C=2C=1N(C=C(C2)OCC(C)(C)O)N=CC1C#N 4-(6-(3,6-diazabicyclo[3.1.1]heptan-3-yl)pyridin-3-yl)-6-(2-hydroxy-2-methylpropoxy)pyrazolo[1,5-a]pyridine-3-carbonitrile Dihydrochloride